C[C@@]1([C@H]2[C@@H]([C@H]3[C@@H](C(=O)C(=C([C@]3(C(=O)C2=C(C4=C1C=CC=C4O)O)O)O)C(=O)N)N(C)C)O)O The molecule is a tetracycline used for treatment of infections caused by a variety of Gram positive and Gram negative microorganisms including Mycoplasma pneumoniae, Pasteurella pestis, Escherichia coli, Haemophilus influenzae (respiratory infections), and Diplococcus pneumoniae. It has a role as an antibacterial drug, a protein synthesis inhibitor, an antimicrobial agent, an anti-inflammatory drug and a bacterial metabolite. It is a tautomer of an oxytetracycline zwitterion.